4-(6-(6-((2,6-dimethylpyridin-4-yl)methyl)-3,6-diazabicyclo[3.1.1]heptan-3-yl)pyridin-3-yl)-6-ethoxypyrazolo[1,5-a]pyridine-3-carbonitrile CC1=NC(=CC(=C1)CN1C2CN(CC1C2)C2=CC=C(C=N2)C=2C=1N(C=C(C2)OCC)N=CC1C#N)C